C(C)(C)(C)OC(=O)C(CC1=CC=C(C(=O)OC(C)(C)C)C=C1)CCC(=O)NOC(NC12CC3(CC(CC(C1)C3)(C2)C)C)=O tert-Butyl 4-(2-(tert-butoxycarbonyl)-5-((((3,5-dimethyladamantan-1-yl)carbamoyl)oxy)amino)-5-oxopentyl)benzoate